ClC=1C(=NC(=NC1)N1C[C@@H](C([C@@H](C1)C)(F)F)C)NC1=CC=2C3=C(C(N(C2C=C1)C)=O)OCC[C@@H](N3)C (S)-10-((5-chloro-2-((3S,5R)-4,4-difluoro-3,5-dimethylpiperidin-1-yl)pyrimidin-4-yl)amino)-2,7-dimethyl-1,2,3,4-tetrahydro-[1,4]oxazepino[2,3-c]quinolin-6(7H)-one